3-butyl-8-hydroxy-2-methyl-5-phenyl-2,3,4,5-tetrahydrobenzo[f][1,2,5]-thiadiazepine 1,1-dioxide C(CCC)C1N(S(C2=C(N(C1)C1=CC=CC=C1)C=CC(=C2)O)(=O)=O)C